C(#N)C1=CC(=C(COC2=CC=CC(=N2)C2=CC(=C(CC3=NC4=C(N3[C@H]3[C@H](OCC3)C)C=C(C=C4)C(=O)O)C=C2F)F)C=C1)F 2-(4-(6-((4-cyano-2-fluorobenzyl)oxy)pyridin-2-yl)-2,5-difluorobenzyl)-1-((2R,3R)-2-methyltetrahydrofuran-3-yl)-1H-benzo[d]imidazole-6-carboxylic acid